1,2,3-trimethyl-1,6-dihydropyrimidinium C[NH+]1C(N(C=CC1)C)C